2-hydroxy-2'-mercapto-3,5'-dimethoxy-4,4'-dihydroxymethyl-1,1'-biphenyl OC1=C(C=CC(=C1OC)CO)C1=C(C=C(C(=C1)OC)CO)S